methyl 1-(3,5-difluoro-4-((4-methoxybenzo[d]thiazol-2-yl)carbamoyl)phenyl)piperidine-4-carboxylate FC=1C=C(C=C(C1C(NC=1SC2=C(N1)C(=CC=C2)OC)=O)F)N2CCC(CC2)C(=O)OC